2-(4-(((1R,5S,8s)-3-oxabicyclo[3.2.1]octan-8-yl)amino)pyrido[3,4-d]pyridazin-1-yl)-3,5-dimethylphenol [C@@H]12COC[C@@H](CC1)C2NC=2N=NC(=C1C2C=NC=C1)C1=C(C=C(C=C1C)C)O